CC(C=O)CCC=C(C)C 2,6-Di-methylhept-5-en-1-al